5-methoxy-3,3-dimethyl-5-oxo-pentanoic acid COC(CC(CC(=O)O)(C)C)=O